Lauroyl-L-carnitin C(CCCCCCCCCCC)(=O)[C@](O)(C[N+](C)(C)C)CC([O-])=O